N-{(3R)-1-[4-({(1RS)-1-[2-(difluoromethoxy)phenyl]ethyl}amino)-2-methylpyrido[3,4-d]pyrimidin-6-yl]pyrrolidin-3-yl}acetamide FC(OC1=C(C=CC=C1)[C@@H](C)NC=1C2=C(N=C(N1)C)C=NC(=C2)N2C[C@@H](CC2)NC(C)=O)F |&1:9|